5-bromo-4-fluoro-2-methyl-indazole BrC1=C(C2=CN(N=C2C=C1)C)F